5-(4-Fluorobenzenesulfonyl)-N-[(2-methoxyphenyl)methyl]-1H,2H,3H,4H,5H,6H-pyrrolo[3,4-c]pyrrole-2-carboxamide FC1=CC=C(C=C1)S(=O)(=O)N1CC2=C(C1)CN(C2)C(=O)NCC2=C(C=CC=C2)OC